FC1=CC=C(C=C1)N1N=C(C2=CC(=C3C(=C12)C=CC=C3)OC)C 1-(4-fluorophenyl)-5-methoxy-3-methyl-1H-benzo[g]indazole